C(CCCCC)N n-Hexylamin